4-(5-bromo-4-methyl-1H-benzotriazol-1-yl)butan-1-ol BrC1=C(C2=C(N(N=N2)CCCCO)C=C1)C